FC(OC1=CC=C(OC2=CC=C(C=C2)C2=C(NC=3CCCCC3C2=O)OC)C=C1)(F)F 3-(4-(4-Trifluoromethoxyphenoxy)phenyl)-2-(methylhydroxy)-5,6,7,8-tetrahydroquinolin-4(1H)-one